BrC=1C=CC(=NC1)C(C\C(\C(=O)OCC)=N/O)=O Ethyl (E)-4-(5-bromopyridin-2-yl)-2-(hydroxyimino)-4-oxobutanoate